benzyl ((4-bromo-1H-benzo[d]imidazol-2-yl)methyl)carbamate BrC1=CC=CC=2NC(=NC21)CNC(OCC2=CC=CC=C2)=O